C1(=CC(=CC=C1)CC1N(CC2(CC2)C1NS(=O)(=O)C(F)(F)F)C(C(C)C)=O)C1=CC=CC=C1 N-(6-([1,1'-biphenyl]-3-ylmethyl)-5-isobutyryl-5-azaspiro[2.4]heptan-7-yl)-1,1,1-trifluoromethane-sulfonamide